3-acetyl-7-methoxy-N-(2-methyl-3-(1-methyl-1H-pyrazol-4-yl)-5-(((tetrahydro-2H-pyran-2-yl)oxy)methyl)phenyl)indolizine-1-carboxamide C(C)(=O)C1=CC(=C2C=C(C=CN12)OC)C(=O)NC1=C(C(=CC(=C1)COC1OCCCC1)C=1C=NN(C1)C)C